1-allyl-3-(triethoxysilyl)propylimidazolium chloride [Cl-].C(C=C)C(CC[Si](OCC)(OCC)OCC)C=1NC=C[NH+]1